3-(3,5-bis(trifluoromethyl)phenoxy)propan-1-amine 2,2,2-trifluoroacetate FC(C(=O)O)(F)F.FC(C=1C=C(OCCCN)C=C(C1)C(F)(F)F)(F)F